2-methyl-2,6-dihydropyrrolo[3,4-c]pyrazole-5(4H)-carboxamide CN1N=C2C(=C1)CN(C2)C(=O)N